COC1=C(C=CC=C1)N1CCN(CC1)C(CCC)N (4-(2-methoxyphenyl)piperazin-1-yl)butan-1-amine